2-[(4-{5-[(4-chloro-2-fluorophenyl)methoxy]-1H-pyrazol-1-yl}piperidin-1-yl)methyl]-1-[(1,3-oxazol-5-yl)methyl]-1H-benzimidazole-6-carboxylic acid ClC1=CC(=C(C=C1)COC1=CC=NN1C1CCN(CC1)CC1=NC2=C(N1CC1=CN=CO1)C=C(C=C2)C(=O)O)F